CN1C(CCCCC1)C(=O)NC1=CC(=C(C=C1)C)C(N[C@H](C)C1=CC=CC2=CC=CC=C12)=O 1-methyl-N-(4-methyl-3-(((R)-1-(naphthalen-1-yl)ethyl)carbamoyl)phenyl)azepane-2-carboxamide